ClC1=CC=C(C(=N1)C(=O)O)N[C@H](C)C=1C=C(C=C2C(C=C(OC12)N1CC2=CC=C3C(=C2C1)OCO3)=O)C 6-chloro-3-[[(1R)-1-[2-(6,8-dihydro-[1,3]dioxolo[4,5-e]isoindol-7-yl)-6-methyl-4-oxo-chromen-8-yl]ethyl]amino]pyridine-2-carboxylic acid